(R)-N-[(1S)-1-(4-bromo-3-fluoro-phenyl)-2,2,2-trifluoro-ethyl]-N,2-dimethyl-propane-2-sulfinamide BrC1=C(C=C(C=C1)[C@@H](C(F)(F)F)N([S@](=O)C(C)(C)C)C)F